methyl 3-chloro-2-methoxy-5-oxo-5,6,7,8-tetrahydronaphthalene-1-carboxylate ClC=1C(=C(C=2CCCC(C2C1)=O)C(=O)OC)OC